benzonorbornene-3,6-diol C12C3=C(C(CC1)C2O)C=CC(=C3)O